Ethyl 1-(5-Cyano-4-methoxypyridin-2-yl)-1H-pyrazole-4-carboxylate C(#N)C=1C(=CC(=NC1)N1N=CC(=C1)C(=O)OCC)OC